ClC1=CC(=C(C=C1C1CCC1)NC(C(=O)N1CCN(CC1)C1CN(C1)C(=O)OC(C)(C)C)C)OC Tert-Butyl 3-(4-(2-((4-Chloro-5-cyclobutyl-2-methoxyphenyl)amino)propanoyl)piperazin-1-yl)azetidine-1-carboxylate